FC1=CC(=C2C=CCC2=C1)C(C)C=1N=CNC1 4-[1-(6-fluoro-1H-inden-4-yl)ethyl]-1H-imidazole